butan-2-yl methacrylate C(C(=C)C)(=O)OC(C)CC